(S)-N-(3-(1-((2-amino-5-chloropyridin-3-yl)oxy)ethyl)phenyl)-2-chloro-3-methylbenzamide NC1=NC=C(C=C1O[C@@H](C)C=1C=C(C=CC1)NC(C1=C(C(=CC=C1)C)Cl)=O)Cl